(R)-3-(2-isopropylphenyl)morpholine C(C)(C)C1=C(C=CC=C1)[C@H]1NCCOC1